N'-(4-iodo-2-(6-azaspiro[2.5]oct-6-yl)benzoyl)-6-methyl-2-(5-azaspiro[2.4]heptan-5-yl)pyrimidine-4-carbohydrazide IC1=CC(=C(C(=O)NNC(=O)C2=NC(=NC(=C2)C)N2CC3(CC3)CC2)C=C1)N1CCC2(CC2)CC1